(2S,3S,5S)-4-[[3-(2-Fluoro-6-methoxy-phenyl)-5-methyl-5-(trifluoromethyl)tetrahydrofuran-2-carbonyl]amino]pyridin-2-carboxamid FC1=C(C(=CC=C1)OC)[C@H]1[C@H](O[C@@](C1)(C(F)(F)F)C)C(=O)NC1=CC(=NC=C1)C(=O)N